[C@@H]12[C@@H](CC=CC1)C(NC2=O)=O cis-4-cyclohexene-1,2-dicarboximide